BrC1=C2C(N(C(=NC2=CC=C1)C)C1C(NC(CC1)=O)=O)=O 3-(5-bromo-2-methyl-4-oxoquinazolin-3(4H)-yl)piperidine-2,6-dione